O=C1CCN(CC1)C1=NN(C=C1)C1=C(C#N)C=CC=C1 2-(3-(4-oxopiperidin-1-yl)-1H-pyrazol-1-yl)benzonitrile